N-(5-((6-((R)-3-(3-cyanophenyl)isoxazolidine-2-yl)pyrimidine-4-yl)amino)-4-methoxy-2-(4-(4-(oxetane-3-yl)piperazine-1-yl)piperidine-1-yl)phenyl)acrylamide C(#N)C=1C=C(C=CC1)[C@@H]1N(OCC1)C1=CC(=NC=N1)NC=1C(=CC(=C(C1)NC(C=C)=O)N1CCC(CC1)N1CCN(CC1)C1COC1)OC